1-(2-chloro-4-((5-(2-methoxyethoxy)-2,3-dihydro-[1,4]dioxino[2,3-f]quinazolin-10-yl)amino)phenyl)-3-(2-fluoro-4-(trifluoromethyl)phenyl)urea ClC1=C(C=CC(=C1)NC1=NC=NC2=CC(=C3C(=C12)OCCO3)OCCOC)NC(=O)NC3=C(C=C(C=C3)C(F)(F)F)F